C1(=CC=C(C=C1)C[C@H](C[C@@H](O)C(N)=O)NC(=O)C=1NN=C(C1)C(C)=O)C1=CC=CC=C1 5-Acetyl-2H-pyrazole-3-carboxylic acid ((1R,3R)-1-biphenyl-4-ylmethyl-3-carbamoyl-3-hydroxypropyl)amide